(S)-2-(3-fluoro-5-isopropyl-2-methoxyphenyl)-2-((R)-3-((2-methoxyethyl)(5-(5,6,7,8-tetrahydro-1,8-naphthyridin-2-yl)pentyl)amino)pyrrolidin-1-yl)acetic acid FC=1C(=C(C=C(C1)C(C)C)[C@@H](C(=O)O)N1C[C@@H](CC1)N(CCCCCC1=NC=2NCCCC2C=C1)CCOC)OC